5-[3-(methanesulfonamido)propanoylamino]pyrazolo[1,5-a]pyridine-3-carboxylic acid CS(=O)(=O)NCCC(=O)NC1=CC=2N(C=C1)N=CC2C(=O)O